C(C)(C)(C)OC(=O)N1CCC(CC1)C=1N=CNC1 4-(1H-imidazole-4-yl)piperidine-1-carboxylic acid tert-butyl ester